trifluoromethyl-acrylamide tert-butyl-(1R,2S,5S)-2-((R)-2,2,2-trifluoro-1-hydroxyethyl)-3,8-diazabicyclo[3.2.1]octane-8-carboxylate C(C)(C)(C)OC(=O)N1[C@H]2[C@H](NC[C@@H]1CC2)[C@H](C(F)(F)F)O.FC(F)(F)C(C(=O)N)=C